(3R,5R)-1-{2-[1-(cyclopropylmethyl)-1H-indol-2-yl]-1-[(3,3-difluorocyclobutyl)methyl]-7-methoxy-1H-1,3-benzodiazole-5-carbonyl}-5-fluoropiperidin-3-amine C1(CC1)CN1C(=CC2=CC=CC=C12)C1=NC2=C(N1CC1CC(C1)(F)F)C(=CC(=C2)C(=O)N2C[C@@H](C[C@H](C2)F)N)OC